(S)-6-isopropyl-2-methoxy-3-(3-methoxypropoxy)-9-(1,3,4-oxadiazol-2-yl)-5,6-dihydro-10H-pyrido[1,2-h][1,7]naphthyridin-10-on C(C)(C)[C@@H]1CC=2C=C(C(=NC2C=2N1C=C(C(C2)=O)C=2OC=NN2)OC)OCCCOC